CC1=C(C(NC(=C1)C)=O)CNC(=O)C=1C(=C(C=C(C1)C1=CC=C(C=C1)OCCO)N([C@@H]1CC[C@H](CC1)NC(OC(C)(C)C)=O)CC)C tert-butyl ((trans)-4-((5-(((4,6-dimethyl-2-oxo-1,2-dihydropyridin-3-yl)methyl)carbamoyl)-4'-(2-hydroxyethoxy)-4-methyl-[1,1'-biphenyl]-3-yl)(ethyl)amino)cyclohexyl)carbamate